C(C1=CC=CC=C1)OC1=C(C=C(C=2NC(=NC21)CN2C(C(=CC=C2)NC([C@H](CC\C=C\C(=O)N(C)C)NC(OC)=O)=O)=O)F)F methyl (S,E)-(1-((1-((4-(benzyloxy)-5,7-difluoro-1H-benzo[d]imidazol-2-yl)methyl)-2-oxo-1,2-dihydropyridin-3-yl)amino)-7-(dimethylamino)-1,7-dioxohept-5-en-2-yl)carbamate